FC1=C(C=O)C(=CC(=C1)C#CC1=CC=C(C=C1)N1CCOCC1)O 2-fluoro-6-hydroxy-4-((4-morpholinophenyl)ethynyl)benzaldehyde